6-(2-(3-(benzyloxy)phenyl)-2-hydroxyacetyl)-2-(1-phenylcyclopropyl)-3,5,6,7,8,9-hexahydro-4H-pyrimido[5,4-c]azepin-4-one C(C1=CC=CC=C1)OC=1C=C(C=CC1)C(C(=O)N1CC2=C(CCC1)N=C(NC2=O)C2(CC2)C2=CC=CC=C2)O